OC1CS(CC1)(=O)=O 3-hydroxytetrahydrothiophene-1,1-dioxide